CC1=NC2=C(C=CC=C2C=C1)S(=O)(=O)N 2-methylquinoline-8-sulfonamide